FS(=O)(=O)C1=CC=C(C=C1)N=S(OC1=CC=C(C=C1)C1=CC=CC=C1)(=O)F [1,1'-Biphenyl]-4-yl (4-(fluorosulfonyl)phenyl)sulfurofluoridoimidate